(R)-4-[4-(1-acetamido-ethyl)phenylamino]-7-methoxy-6-(3-chloropropoxy)quinazoline C(C)(=O)N[C@H](C)C1=CC=C(C=C1)NC1=NC=NC2=CC(=C(C=C12)OCCCCl)OC